3,4-diisocyanatomethyl-dithiolane N(=C=O)CC1SSCC1CN=C=O